ClC=1C=C2C=C(NC2=CC1C1=NN(C=C1)C)CNC(C)=O N-((5-chloro-6-(1-methyl-1H-pyrazol-3-yl)-1H-indol-2-yl)methyl)acetamide